CNC1=CC=C(C(=O)C2=CC=C(C=C2)NC)C=C1 4,4'-bis(methyl-amino)benzophenone